N[C@H]1CC=CC[C@@H]1C1=C(C=2N=C(N=C(C2S1)NCC1=C(C=NC=C1)F)Cl)Cl 6-((1s,6s)-6-aminocyclohex-3-en-1-yl)-2,7-dichloro-N-((3-fluoropyridin-4-yl)methyl)thieno[3,2-d]pyrimidin-4-amine